D-4-Ethyl-5-oxo-2-(tetrahydro-2H-pyran-2-yl)-4,5-dihydro-2H-pyrazolo[4,3-b]pyridin-7-yl triflate O(S(=O)(=O)C(F)(F)F)C=1C=2C(N(C(C1)=O)CC)=CN(N2)C2OCCCC2